COC1=CC=C(C=C1)C(C=CC=CC1=CC=CC=C1)=O 1-(4-methoxyphenyl)-5-phenylpenta-2,4-dien-1-one